tert-butyl-4-{5-[6-(2-cyano-6-fluoro-3-{[(3R)-3-fluoropyrrolidin-1-ylsulfonyl]amino}phenoxy)-4-oxoquinazolin-3-yl]pyrimidin-2-yl}piperazine-1-carboxylate C(C)(C)(C)OC(=O)N1CCN(CC1)C1=NC=C(C=N1)N1C=NC2=CC=C(C=C2C1=O)OC1=C(C(=CC=C1F)NS(=O)(=O)N1C[C@@H](CC1)F)C#N